7-cyclopentyl-N,N-dimethyl-2-[4-[4-[2-(4-piperidinyl)ethyl]-piperazin-1-yl]anilino]pyrrolo[2,3-d]pyrimidine-6-carboxamide C1(CCCC1)N1C(=CC2=C1N=C(N=C2)NC2=CC=C(C=C2)N2CCN(CC2)CCC2CCNCC2)C(=O)N(C)C